FC(C1=CC=C(CNC([C@@H]2NCCC2)=O)C=C1)F N-(4-(difluoromethyl)benzyl)-D-prolinamide